1-[5-(cyclopropylmethylsulfonyl)-6-[1-oxo-6-(trifluoromethyl)-3H-pyrrolo[3,4-c]pyridin-2-yl]-3-pyridyl]cyclopropanecarbonitrile C1(CC1)CS(=O)(=O)C=1C=C(C=NC1N1CC=2C=NC(=CC2C1=O)C(F)(F)F)C1(CC1)C#N